2-methyl-2H-indazol-5-amine CN1N=C2C=CC(=CC2=C1)N